C(C)(C)C=1C2=C(C(N(N1)C1(CC1)C(=O)O)=O)SC(=C2)NC 1-[4-isopropyl-2-(methylamino)-7-oxo-thieno[2,3-d]pyridazin-6-yl]cyclopropanecarboxylic acid